N-benzyl-6-chloro-3-phenyl-[1,2,4]triazolo[4,3-b]pyridazin-8-amine C(C1=CC=CC=C1)NC=1C=2N(N=C(C1)Cl)C(=NN2)C2=CC=CC=C2